S1C(=NC2=C1C=CC=C2)C2=CC=C(C=C2)NC2=CC=C(C=C2)C=2SC1=C(C2)C=CC=C1 (4-benzothiazol-2-yl-phenyl)-(4-benzothien-2-yl-phenyl)-amine